N-hydroxy-2,2-dimethyl-3-oxo-4-(4-(trifluoromethoxy)benzyl)-3,4-dihydro-2H-benzo[b][1,4]oxazine-6-carboxamide ONC(=O)C1=CC2=C(OC(C(N2CC2=CC=C(C=C2)OC(F)(F)F)=O)(C)C)C=C1